(S)-2-((((9H-fluoren-9-yl)methoxy)carbonyl)amino)-3-(tert-butoxy)propanoic acid C1=CC=CC=2C3=CC=CC=C3C(C12)COC(=O)N[C@H](C(=O)O)COC(C)(C)C